C1(CC1)C=1C=C(C=CC1F)NC(=O)[C@@H]1[C@@H](N(CC1)C(=O)C=1NC(=CC1)C=1C(=NC=NC1C)C)C (2S,3S)-N-(3-cyclopropyl-4-fluorophenyl)-1-(5-(4,6-dimethylpyrimidin-5-yl)-1H-pyrrole-2-carbonyl)-2-methylpyrrolidine-3-carboxamide